tert-butyl-6-(4-(4-cyanophenyl)-5-methoxy-1H-pyrazol-1-yl)nicotinic acid C(C)(C)(C)C1=C(C(=O)O)C=CC(=N1)N1N=CC(=C1OC)C1=CC=C(C=C1)C#N